The molecule is an alpha,beta-unsaturated monocarboxylic acid that is 3-methylbut-2-enoic acid in which the hydrogen at position 2 has been replaced by a hydroxy group. It is an alpha,beta-unsaturated monocarboxylic acid and a 2-hydroxy monocarboxylic acid. It derives from a 3-methylbut-2-enoic acid. It is a tautomer of a 3-methyl-2-oxobutanoic acid. CC(=C(C(=O)O)O)C